3-(2-chloropyridin-4-yl)cyclopentane-1-carboxylic acid ClC1=NC=CC(=C1)C1CC(CC1)C(=O)O